COC(=O)C1=C(NC(=C(C1C1=CSC=2C1=NC=CC2)C(C)=O)C)C 5-acetyl-2,6-dimethyl-4-(thieno[3,2-b]pyridin-3-yl)-1,4-dihydropyridine-3-carboxylic acid methyl ester